(R)-N-(3-methylpyridin-2-yl)-N-(piperidin-3-yl)-4-(pyridin-2-yl)benzamide CC=1C(=NC=CC1)N(C(C1=CC=C(C=C1)C1=NC=CC=C1)=O)[C@H]1CNCCC1